1-(3,5-difluorophenyl)-2-methylpropan-2-ol FC=1C=C(C=C(C1)F)CC(C)(O)C